C(C)(=O)C=1C(N(C=CC1)C=1C=NC(=CC1)N[C@@H]1C[C@H](CC1)NC1=NC=C(C=N1)OC(F)F)=O 3-acetyl-6'-((1S,3S)-3-((5-(difluoromethoxy)pyrimidin-2-yl)amino)cyclopentylamino)-2H-[1,3'-bipyridine]-2-one